2-Ethyl-2-[[3-(2-methylaziridin-1-yl)propionyl]methyl]propan-1,3-diyl bis(2-methylaziridin-1-propionat) CC1N(C1)CCC(=O)OCC(COC(CCN1C(C1)C)=O)(CC(CCN1C(C1)C)=O)CC